iron(II) sulfate S(=O)(=O)([O-])[O-].[Fe+2]